C(C)(C)(C)N(C([O-])=O)C=1C(=NC=CC1C1=NC=CC=C1F)C1C(CC(CC1)(F)F)C.C(S(=O)(=O)[O-])(S(=O)(=O)[O-])S(=O)(=O)O.[Li+].[Li+].[Li+] trilithium methanetrisulfonate tert-butyl-(2'-(4,4-difluoro-2-methylcyclohexyl)-3-fluoro-[2,4'-bipyridin]-3'-yl)carbamate